N-tetradecyl-diethanolamine C(CCCCCCCCCCCCC)N(CCO)CCO